Cl.CNC(CNC)=O N-methyl-2-(methylamino)acetamide HCl